N-(1-(4-fluoro-2-methylphenyl)-1-hydroxy-2-methylpropan-2-yl)thieno[3,2-b]pyridine-6-carboxamide FC1=CC(=C(C=C1)C(C(C)(C)NC(=O)C=1C=C2C(=NC1)C=CS2)O)C